N,N'-bis(3-methylphenyl)-(1,1'-biphenyl)-4,4'-diamine CC=1C=C(C=CC1)NC1=CC=C(C=C1)C1=CC=C(C=C1)NC1=CC(=CC=C1)C